C(C1=CC=CC=C1)N1CCC2=CC(=C(C=C12)F)[C@H]1[C@@H](C(NC1)=O)NC(=O)NC1=CC=C(C=C1)F |o1:17,18| (-)-1-[(3S*,4R*)-4-(1-benzyl-6-fluoro-indolin-5-yl)-2-oxopyrrolidin-3-yl]-3-(4-fluorophenyl)-urea